O[C@@H]1C[C@H](N(C1)C(=O)OC(C)(C)C)C(=O)OCCCCCCC(C(OCCCC(CCCCC)CCCCC)=O)(C)C O1-tert-butyl O2-[7,7-dimethyl-8-oxo-8-(4-pentylnonoxy)octyl] (2S,4R)-4-hydroxypyrrolidine-1,2-dicarboxylate